N-(2-(azetidin-3-yl)ethyl)-N-(4-fluoro-3-methylphenyl)-2-(4-methyl-6-(trifluoromethyl)pyrimidin-2-yl)-5-oxopyrazolidine-3-carboxamide N1CC(C1)CCN(C(=O)C1N(NC(C1)=O)C1=NC(=CC(=N1)C)C(F)(F)F)C1=CC(=C(C=C1)F)C